C(C)OC(C(C)(C)Br)=O 2-bromoisobutyric acid ethyl Ester